(1R,5S)-3-(8-fluoro-7-(3-hydroxynaphthalen-1-yl)-2-(((S)-1-methylpyrrolidin-2-yl)methoxy)quinazolin-4-yl)-3,8-diazabicyclo[3.2.1]octane-8-carboximidamide FC=1C(=CC=C2C(=NC(=NC12)OC[C@H]1N(CCC1)C)N1C[C@H]2CC[C@@H](C1)N2C(N)=N)C2=CC(=CC1=CC=CC=C21)O